6-(2,7-dimethyl-2H-indazol-5-yl)-2-(1-ethylpiperidin-4-yl)-2,7-naphthyridin-1(2H)-one CN1N=C2C(=CC(=CC2=C1)C=1C=C2C=CN(C(C2=CN1)=O)C1CCN(CC1)CC)C